N-(4-amino-1H-pyrazolo[4,3-c]pyridin-7-yl)-N'-benzyl-N'-[(4-fluorophenyl)methyl]oxamide NC1=NC=C(C2=C1C=NN2)NC(=O)C(=O)N(CC2=CC=C(C=C2)F)CC2=CC=CC=C2